NC=1C2=C(N=C(N1)Cl)N(C=C2)[C@H]2[C@H]([C@@H]([C@H](O2)COP(=O)(OC2=CC=CC=C2)N[C@@H](C)C(=O)OC(C)C)O)F isopropyl ((((2R,3R,4S,5R)-5-(4-amino-2-chloro-7H-pyrrolo[2,3-d]pyrimidin-7-yl)-4-fluoro-3-hydroxytetrahydrofuran-2-yl)methoxy)(phenoxy)phosphoryl)-L-alaninate